[1,4]oxazine-3,5-dione O1CC(NC(C1)=O)=O